BrC=1C(=CC2=C(N(C([C@H](CS2)NC(OC(C)(C)C)=O)=O)CC2=CC=C(C=C2)OC(C)C)C1)F tert-butyl N-[(3R)-7-bromo-8-fluoro-5-[(4-isopropoxyphenyl)methyl]-4-oxo-2,3-dihydro-1,5-benzothiazepin-3-yl]carbamate